C(=O)(OC(C)(C)C)N1C[C@H](NCC1)C(C)C (R)-1-Boc-3-isopropyl-piperazine